(2S)-2-{[5-(cyclopropylmethoxy)-2-methyl-1-benzothiophen-3-yl]formamido}-3-hydroxypropanamide C1(CC1)COC=1C=CC2=C(C(=C(S2)C)C(=O)N[C@H](C(=O)N)CO)C1